tert-butyl (R)-7-((2-allyl-1-(6-(2-hydroxypropan-2-yl)pyridin-2-yl)-3-oxo-2,3-dihydro-1H-pyrazolo[3,4-d]pyrimidin-6-yl)amino)-1,4,4-trimethyl-3,4-dihydroisoquinoline-2(1H)-carboxylate C(C=C)N1N(C2=NC(=NC=C2C1=O)NC1=CC=C2C(CN([C@@H](C2=C1)C)C(=O)OC(C)(C)C)(C)C)C1=NC(=CC=C1)C(C)(C)O